4-[(1R)-1-(5-fluoro-2-pyridyl)ethoxy]-6-[1-(4-hydroxycyclohexyl)-5-methyl-pyrazol-4-yl]pyrazolo[1,5-a]pyridine-3-carbonitrile FC=1C=CC(=NC1)[C@@H](C)OC=1C=2N(C=C(C1)C=1C=NN(C1C)C1CCC(CC1)O)N=CC2C#N